C(C)(C)(C)OC(=O)NCC=1C=C(CNC2=C(NC=C2)C(=O)OCC)C=CC1Cl Ethyl 3-((3-(((tert-butoxycarbonyl) amino) methyl)-4-chlorobenzyl) amino)-1H-pyrrole-2-carboxylate